C(C)(C)(C)S(=O)(=O)C=1C(=CC=2N(C1)C(=CN2)I)OC(F)F 6-(tert-butylsulfonyl)-7-(difluoromethoxy)-3-iodoimidazo[1,2-a]pyridine